N1(CCCCCC1)CCN1CCCC2=CC=CC=C12 1-(2-(Azepan-1-yl)ethyl)-1,2,3,4-tetrahydroquinoline